C(C)(C)(C)OC(NCCOC1=C(C=C(C=C1)C=CC(CC(C=CC1=CC(=C(C=C1)OCCNC(=O)OC(C)(C)C)OC)=O)=O)OC)=O [2-(4-{7-[4-(2-tert-butoxycarbonylamino-ethoxy)-3-methoxy-phenyl]-3,5-dioxo-hepta-1,6-dienyl}-2-methoxy-phenoxy)-ethyl]-carbamic acid tert-butyl ester